C12COCC(CC1)N2C2=C(C=O)C=CC=C2 2-(3-oxa-8-azabicyclo[3.2.1]oct-8-yl)benzaldehyde